tert-butyl 5-amino-4-(1-phenylethyl)-1H-indole-1-carboxylate NC=1C(=C2C=CN(C2=CC1)C(=O)OC(C)(C)C)C(C)C1=CC=CC=C1